The molecule is an optically active form of lactic acid having (R)-configuration. It has a role as an Escherichia coli metabolite and a human metabolite. It is a conjugate acid of a (R)-lactate. It is an enantiomer of a (S)-lactic acid. C[C@H](C(=O)O)O